C(C1=CC=CC=C1)OC1=NC(=CC=C1N1C(C2=CC=C(C=C2C1)C(=O)N1CC2(C1)CCC(CC2)(C(F)(F)F)O)=O)OCC2=CC=CC=C2 2-(2,6-bis(benzyloxy)pyridin-3-yl)-5-(7-hydroxy-7-(trifluoromethyl)-2-azaspiro[3.5]nonane-2-carbonyl)isoindolin-1-one